diethyl 2-(2,6-diethyl-4-methylphenyl)-malonate C(C)C1=C(C(=CC(=C1)C)CC)C(C(=O)OCC)C(=O)OCC